C1CCC2=C(C=3CCCC3C=C12)NC(=O)NS(=O)(=O)C1=NN(C=C1)C1=CC=CC=C1 N-((1,2,3,5,6,7-hexahydro-s-indacen-4-yl)carbamoyl)-1-phenyl-1H-pyrazole-3-sulfonamide